N1C(=NC2=C1C=CC=C2)C2=CC(=NN2C)NC(=O)C=2C=NC(=CC2C)Cl N-[5-(1H-benzimidazol-2-yl)-1-methyl-pyrazol-3-yl]-6-chloro-4-methyl-pyridine-3-carboxamide